16β-hydroxyestradiol C[C@]12CC[C@H]3[C@H]([C@@H]1C[C@@H]([C@@H]2O)O)CCC4=C3C=CC(=C4)O